Racemic-3-(isoquinolin-4-yl)-1-(4-methylpyrimidin-2-yl)-2-oxoimidazolidine-4-carbonitrile C1=NC=C(C2=CC=CC=C12)N1C(N(C[C@@H]1C#N)C1=NC=CC(=N1)C)=O |r|